C(C1=CC=CC=C1)(=O)O[C@@H]1[C@@]23[C@@H](N(C1=O)CC1=CC=CC=C1)OC([C@]21[C@H](C[C@@]3(O)C(C)(C)C)OC(C1)=O)=O (3aS,5aS,8R,8aS,9R,10aS)-6-benzyl-9-(tert-butyl)-9-hydroxy-2,4,7-trioxooctahydro-4H,9H-furo[3'',2'':2',3']cyclopenta[1',2':3,4]furo[2,3-b]pyrrol-8-yl benzoate